C1(CCCCC1)P(C(CC1=C(C=CC=C1)C1=C(C=C(C=C1F)F)F)C)C1CCCCC1 2-dicyclohexylphosphino-2',4',6'-trifluoropropyl-1,1'-biphenyl